C(C)N(C(=O)C1=CC=C(C=N1)B(O)O)CC 6-[(DIETHYLAMINO)CARBONYL]PYRIDINE-3-BORONIC ACID